α-phenylcinnamic acid C1(=CC=CC=C1)C(C(=O)O)=CC1=CC=CC=C1